4-[4-(cyclopropylamino)-1-piperidyl]-N-(8-fluoro-7-methoxy-2-methyl-imidazo[1,2-a]pyridin-6-yl)-2-methoxy-pyrazolo[1,5-a]pyridine-7-carboxamide C1(CC1)NC1CCN(CC1)C=1C=2N(C(=CC1)C(=O)NC=1C(=C(C=3N(C1)C=C(N3)C)F)OC)N=C(C2)OC